BrN1C=C(C2=CC=CC=C12)CC1CC1 bromo-3-cyclopropylmethyl-1H-indole